6-bromo-4-methyl-3-(trifluoromethoxy)pyridine BrC1=CC(=C(C=N1)OC(F)(F)F)C